[Cl].C(CCC)N1CN(C=C1)C 1-butyl-3-methyl-imidazole chlorine salt